CC(C=CC=CC=CCCC)=O undecatrienone